C[N-]CC methyl-2-ethyl-amide